N1-(6-ethylpyridin-2-yl)-5-fluoro-2-methylbenzene-1,3-diamine C(C)C1=CC=CC(=N1)NC1=C(C(=CC(=C1)F)N)C